C12C(C(C1)C2)C(=O)O Bicyclo[1.1.1]Pentane-2-carboxylic acid